4-[6-(cyclopropylamino)pyrazolo[1,5-a]pyrimidin-3-yl]-N-(pentan-3-yl)thiophene-2-carboxamide tert-butyl-(S)-(5-cyclopentyl-1-(methylamino)-1-oxopent-4-en-2-yl)carbamate C(C)(C)(C)N(C(O)=O)[C@H](C(=O)NC)CC=CC1CCCC1.C1(CC1)NC=1C=NC=2N(C1)N=CC2C=2C=C(SC2)C(=O)NC(CC)CC